FC(COC=1C=C(C=CC1)B1OC(C(O1)(C)C)(C)C)(C(C)(C)C)F 2-(3-(2,2-difluoro-3,3-dimethylbutoxy)phenyl)-4,4,5,5-tetramethyl-1,3,2-dioxaborolan